ClC=1C=C2C(=CC1Cl)NC([C@]21CN(CC1)C(=O)C1CC(C1)(CO)O)=O (3S)-5,6-dichloro-1'-[(1r,3r)-3-hydroxy-3-(hydroxymethyl)cyclobutanecarbonyl]-1H-spiro[indole-3,3'-pyrrolidin]-2-one